1,1,1,2,2,3,3-heptafluoro-3-(trifluoromethoxy)propane FC(C(C(OC(F)(F)F)(F)F)(F)F)(F)F